1-(2,6,6-trimethylcyclohexa-2,4-dien-1-yl)ethan-1-one CC=1C(C(C=CC1)(C)C)C(C)=O